Cl.C(C)(C)(C)C1=CC=C(C=C1)C12C(OCCN1)CCCC2 4a-(4-(tert-butyl)phenyl)octahydro-2H-benzo[b][1,4]oxazine hydrochloride